(((1R,2R)-cyclohexane-1,2-diyl)bis(oxy))bis(ethane-2,1-diyl) bis(4-methylbenzenesulfonate) CC1=CC=C(C=C1)S(=O)(=O)OCCO[C@H]1[C@@H](CCCC1)OCCOS(=O)(=O)C1=CC=C(C=C1)C